6-(3-[bis[(4-methoxyphenyl)methyl]amino]-2,6-difluorophenyl)-N-methyl-5H,6H,8H-imidazo[4,3-c][1,4]oxazine-1-carboxamide COC1=CC=C(C=C1)CN(C=1C(=C(C(=CC1)F)C1CN2C(CO1)=C(N=C2)C(=O)NC)F)CC2=CC=C(C=C2)OC